(2S,4R)-N-[(1-tert-butylpyrazol-4-yl)methyl]-1-[(2S)-2-(4-cyclopropyltriazol-1-yl)-3,3-dimethyl-butanoyl]-4-hydroxy-pyrrolidine-2-carboxamide C(C)(C)(C)N1N=CC(=C1)CNC(=O)[C@H]1N(C[C@@H](C1)O)C([C@H](C(C)(C)C)N1N=NC(=C1)C1CC1)=O